ClCC=1OC2=C(N1)C=CC=C2C(F)(F)F 2-(chloromethyl)-7-(trifluoromethyl)benzo[d]oxazole